OC1(CC(C1)C(=O)N1CC2(C1)C[C@@H](CC2)C2=CC(=C(C=C2)C)C(F)(F)F)C |r| (rac)-((1s,3s)-3-Hydroxy-3-methylcyclobutyl)(6-(4-methyl-3-(trifluoromethyl)phenyl)-2-azaspiro[3.4]octan-2-yl)methanone